O.O.C(C)(=O)[O-].[Zn+2].C(C)(=O)[O-] zinc acetate di-hydrate